2,4'-bipyridin-4-yl{(2R,5S)-5-[5-(4-chloro-1H-pyrrol-2-yl)-1,2,4-oxadiazol-3-yl]-2-methylpiperidin-1-yl}methanone N1=C(C=C(C=C1)C(=O)N1[C@@H](CC[C@@H](C1)C1=NOC(=N1)C=1NC=C(C1)Cl)C)C1=CC=NC=C1